C(C)(C)(C)C1=CC=C(C=N1)N 6-tert-butylpyridin-3-amine